OCCN1CCN(CC1)C1=NC(=NC(=C1)NC=1SC(=CN1)C=1OC(=NN1)C1=CC=CC=C1)NC1CCC(CC1)O (1R,4R)-4-((4-(4-(2-hydroxyethyl)piperazin-1-yl)-6-((5-(5-phenyl-1,3,4-oxadiazole-2-yl)thiazol-2-yl)amino)pyrimidin-2-yl)amino)cyclohexan-1-ol